(S)-N-(2,3-dihydroxypropyl)-5-((5-(4-(trifluoromethyl)phenyl)oxazol-2-yl)amino)pyridineamide O[C@@H](CNC(=O)C1=NC=C(C=C1)NC=1OC(=CN1)C1=CC=C(C=C1)C(F)(F)F)CO